C(C)(C)(C)OC(=O)N(C(OC(C)(C)C)=O)C1=NC(=CC(=N1)N(C1=CC(=CC=C1)OC)C(=O)OC(C)(C)C)CN(C(C1=CC=CC=C1)=O)C tert-butyl (tert-butoxycarbonyl)(4-((tert-butoxycarbonyl)(3-methoxyphenyl)amino)-6-((N-methylbenzamido)methyl)pyrimidin-2-yl)carbamate